tert-butyl 3-(4-((benzyloxy)carbonyl)piperazin-1-yl)-2-cyano-5,6-dihydroimidazo[1,2-a]pyrazine-7(8H)-carboxylate C(C1=CC=CC=C1)OC(=O)N1CCN(CC1)C1=C(N=C2N1CCN(C2)C(=O)OC(C)(C)C)C#N